CC=1C=C(C=CC1N1CC2=CC(=CC=C2CC1)C(F)(F)F)CO {3-methyl-4-[7-(trifluoromethyl)-1,2,3,4-tetrahydroisoquinolin-2-yl]phenyl}methanol